(3R,4R)-(4-methylpiperidin-3-yl)-N-methyl-(7H-pyrrolo[2,3-d]pyrimidin-4-yl)-amine C[C@H]1[C@H](CNCC1)N(C)C=1C2=C(N=CN1)NC=C2